((5-((dimethylamino)methyl)-1,3-phenylene)bis(oxy))bis(octane-8,1-diyl)didodecanoate CN(C)CC=1C=C(C=C(C1)OCCCCCCCCCCCCCCCCCCCC(=O)[O-])OCCCCCCCCCCCCCCCCCCCC(=O)[O-]